[N+](#[C-])C1=CC=C(C(=O)OCC(=O)NC2CCCCC2)C=C1 2-(cyclohexylamino)-2-oxoethyl 4-isocyanobenzoate